C1(=CC=CC2=CC=CC=C12)N(C1=CC=2C3(C4=CC(=CC=C4C2C=C1)N(C1=CC=CC=C1)C1=CC=CC2=CC=CC=C12)C1=CC=CC=C1C=1C=CC=CC13)C1=CC=CC=C1 N2,N7-bis-1-naphthyl-N2,N7-diphenyl-9,9'-spirobifluorene-2,7-diamine